C(CCC)[Si](OC[Sn](CCCC)(CCCC)CCCC)(C)C butyl-dimethyl-(tributylstannyl-methoxy)silane